OC1(CCN(CC1)C(C[C@@H](C)C1=CC=CC=C1)=O)CN1C=NC(=CC1=O)NC1=CC=CC=C1 (R)-3-((4-Hydroxy-1-(3-phenylbutanoyl)piperidin-4-yl)methyl)-6-(phenylamino)pyrimidin-4(3H)-one